C(C1=CC=CC=C1)OC1=NC(=CC=C1C1=NN(C2=CC(=CC=C12)N1CCC2(CC1)CCNCC2)C)OCC2=CC=CC=C2 3-(3-(2,6-bis(benzyloxy)pyridin-3-yl)-1-methyl-1H-indazol-6-yl)-3,9-diazaspiro[5.5]undecane